OCC(CCN1C=2N=C(NC(C2N=C1)=O)N)CO 9-(4-hydroxy-3-hydroxymethyl-butyl)-guanine